N-((6,7-dichloro-3-(1H-pyrazol-4-yl)-1H-indol-2-yl)methyl)-2-hydroxypropanamide ClC1=CC=C2C(=C(NC2=C1Cl)CNC(C(C)O)=O)C=1C=NNC1